O=C1NC(CCC1C1=CC=C(CN2CCN(CC2)C=2C(=CC3=C(C(C=4NC5=CC(=CC=C5C4C3=O)C#N)(C)C)C2)CC)C=C1)=O 8-(4-(4-(2,6-dioxopiperidin-3-yl)benzyl)piperazin-1-yl)-9-ethyl-6,6-dimethyl-11-oxo-6,11-dihydro-5H-benzo[b]carbazole-3-carbonitrile